γ-[N-(β-aminoethyl)amino]propylmethyldimethoxysilane NCCNCCC[Si](OC)(OC)C